NC1=[N+](C=2C=CC=CC2C2=C1N=C(N2CC(C)(O)C)CNCC)[O-] 1-[4-amino-2-(ethylaminomethyl)-5-oxido-imidazo[4,5-c]quinolin-5-ium-1-yl]-2-methyl-propan-2-ol